2-(4-bromophenyl)-3-phenyloxirane BrC1=CC=C(C=C1)C1OC1C1=CC=CC=C1